(2S,4R)-1-((S)-2-(4-cyclopropyl-1H-1,2,3-triazol-1-yl)-3,3-dimethylbutyryl)-N-((R)-1-(2'-fluoro-[1,1'-biphenyl]-4-yl)ethyl)-4-hydroxypyrrolidine-2-carboxamide C1(CC1)C=1N=NN(C1)[C@H](C(=O)N1[C@@H](C[C@H](C1)O)C(=O)N[C@H](C)C1=CC=C(C=C1)C1=C(C=CC=C1)F)C(C)(C)C